1-(5-(7-bromo-1H-benzo[d]imidazole-4-carbonyl)-2-(4-cyclopropyl-2-hydroxyphenyl)-2,3,4,5,5a,6,8,9-octahydro-7H-1,2,5,7-tetraazabenzo[cd]azulen-7-yl)prop-2-en-1-one BrC1=CC=C(C2=C1NC=N2)C(=O)N2CCC=1N(N=C3CCN(CC2C13)C(C=C)=O)C1=C(C=C(C=C1)C1CC1)O